Spiro[3.3]Heptane-2-carboxylic acid C1C(CC12CCC2)C(=O)O